(1r,4r)-4-(methylamino)cyclohexane-1-carboxylic acid hydrochloride Cl.CNC1CCC(CC1)C(=O)O